FC(C1=CC=C(CN2C=CC=3C2=CC=C2C(=NC(=NC32)N)N)C=C1)(F)F 7-(4-(trifluoromethyl)benzyl)-7H-pyrrolo[2,3-h]quinazoline-2,4-diamine